FC(C1=NN=C(O1)C=1C=CC(=NC1)CN1C(OC2=C1C=C(C(=C2)C=2C=NN(C2)C2CCN(CC2)C)F)=O)F 3-((5-(5-(difluoromethyl)-1,3,4-oxadiazol-2-yl)pyridin-2-yl)methyl)-5-fluoro-6-(1-(1-methylpiperidin-4-yl)-1H-pyrazol-4-yl)benzo[d]oxazol-2(3H)-one